Piperazine-1-carboxylic acid [(2s,3s,4e,6s,7s,10s)-7,10-dihydroxy-3,7-dimethyl-12-oxo-2-[(2e,4e,6s)-6-pyridin-2-ylhept-2,4-dien-2-yl]-1-oxododec-4-en-6-yl] ester O[C@]([C@H](/C=C/[C@@H]([C@H](C=O)\C(\C)=C\C=C\[C@H](C)C1=NC=CC=C1)C)OC(=O)N1CCNCC1)(CC[C@@H](CC=O)O)C